Phenyl (4-methoxybenzyl)carbamate COC1=CC=C(CNC(OC2=CC=CC=C2)=O)C=C1